COC1=CC=C(C=C1)C(CS(=O)(=O)C1=CC=C(C)C=C1)=O 1-(4-methoxyphenyl)-2-p-toluenesulfonyl-ethanone